CO[Si](CCCNC)(OC)OC trimethoxy[3-(methyl-amino)propyl]silane